FC=1C(=NC=CC1CN1CC(CC1)(O)C1=CC=C(C=C1)F)C=1C=C2CN(C(C2=CC1)=O)C1C(NC(CC1)=O)=O 3-(5-(3-fluoro-4-((3-(4-fluorophenyl)-3-hydroxypyrrolidin-1-yl)methyl)pyridin-2-yl)-1-oxoisoindolin-2-yl)piperidine-2,6-dione